3-((S)-(4-fluorophenyl)((S)-11-hydroxy-10-oxo-5,6-dihydro-10H-imidazo[2',1':3,4]pyrazino[1,2-b]pyridazin-6-yl)methyl)benzonitrile FC1=CC=C(C=C1)[C@@H](C=1C=C(C#N)C=CC1)[C@H]1CN2C(C=3N1N=CC(C3O)=O)=NC=C2